1,1,3,3-tetramethyl-2-[3-(trimethoxysilyl)propyl]guanidine CN(C(=NCCC[Si](OC)(OC)OC)N(C)C)C